C(C)N(C1=CC(=C(C=C1)C=1CCSC2=C(C1C1=CC=C(C=C1)O[C@@H]1CN(CC1)CCCF)C=CC(=C2)O)F)CC 4-[4-(diethylamino)-2-fluoro-phenyl]-5-[4-[(3S)-1-(3-fluoropropyl)pyrrolidin-3-yl]oxyphenyl]-2,3-dihydro-1-benzothiepin-8-ol